BrC=1C(NC2=CC=CC=C2C1C)=O 3-bromo-4-methylquinolin-2(1H)-one